CC1C(C1)(C)C 1,2,2-trimethylcyclopropane